2-butoxy-7-((4-methyl-5-(piperidin-4-yl)pyridin-2-yl)methyl)imidazo[2,1-f][1,2,4]triazin-4-amine C(CCC)OC1=NN2C(C(=N1)N)=NC=C2CC2=NC=C(C(=C2)C)C2CCNCC2